(2R,3S,5R)-5-(6-Amino-2-fluoro-9H-purin-9-yl)-2-((((S)-(((S)-1-(2-ethylbutoxy)-1-oxopropan-2-yl)amino)(phenoxy)phosphoryl)oxy) methyl)-2-ethynyltetrahydrofuran-3-yl tetradecanoate C(CCCCCCCCCCCCC)(=O)O[C@@H]1[C@@](O[C@H](C1)N1C2=NC(=NC(=C2N=C1)N)F)(C#C)CO[P@](=O)(OC1=CC=CC=C1)N[C@H](C(=O)OCC(CC)CC)C